C(=O)(OCC1=CC=CC=C1)NP(O)OC[C@@H]1[C@H]([C@H]([C@@H](O1)N1C(=O)N=C(NC(C2=CC=CC=C2)=O)C=C1)O)O 4-N-benzoylcytidine (CBz)phosphoramidite